CC=1N=C2N(CC(CC2)C=2C=C3C=CN(C(C3=CC2)=O)C2CCNCC2)C1 6-{2-methyl-5H,6H,7H,8H-imidazo[1,2-a]pyridin-6-yl}-2-(piperidin-4-yl)isoquinolin-1-one